trans-tertbutyl 6-(2-bromo-6-chloropyridin-4-yl)hexahydropyrazino[2,1-c][1,4]-oxazine-8(1H)-carboxylate BrC1=NC(=CC(=C1)[C@@H]1CN(C[C@@H]2COCCN21)C(=O)OC(C)(C)C)Cl